2-((S)-1,2-dihydroxyethyl)tetrahydro-2H-pyran O[C@@H](CO)C1OCCCC1